N-(2,5-dichloro-3-pyridinyl)-8-methoxy-5-quinolinamide ClC1=NC=C(C=C1NC(=O)C=1C=2C=CC=NC2C(=CC1)OC)Cl